ClC1=C(C=C(C=C1)C1CCN(CC1)C1=C2CC(NC2=CC=C1)=O)C 4-(4-(4-chloro-3-methylphenyl)piperidin-1-yl)indolin-2-one